7-bromo-3-butyl-3-ethyl-8-methoxy-2-methyl-5-phenyl-2,3,4,5-tetrahydro-1,2,5-benzothiadiazepine 1,1-dioxide BrC=1C(=CC2=C(N(CC(N(S2(=O)=O)C)(CC)CCCC)C2=CC=CC=C2)C1)OC